C(C1=CC=CC=C1)[C@@H](C(NCC(NCOCC1(CNC1)F)=O)=O)NC(CNC(CNC(OCC1C2=CC=CC=C2C=2C=CC=CC12)=O)=O)=O (9H-fluoren-9-yl)methyl (S)-(9-benzyl-1-(3-fluoroazetidin-3-yl)-5,8,11,14-tetraoxo-2-oxa-4,7,10,13-tetraazapentadecan-15-yl)carbamate